(R)-2-(5-Methylisoxazol-3-yl)-4-(3-(4,4,5,5-tetramethyl-1,3,2-dioxaborolan-2-yl)phenyl)but-3-yn-2-ol CC1=CC(=NO1)[C@@](C)(C#CC1=CC(=CC=C1)B1OC(C(O1)(C)C)(C)C)O